6-(4-amino-3-phenylpiperidin-1-yl)-3-bromo-1H-pyrazolo[3,4-d]pyrimidine-4-carbonitrile NC1C(CN(CC1)C1=NC(=C2C(=N1)NN=C2Br)C#N)C2=CC=CC=C2